3-cyano-2,6-dimethyl-pyrazolo[1,5-a]pyrimidine-7-carboxylic acid C(#N)C=1C(=NN2C1N=CC(=C2C(=O)O)C)C